trans-4-amino-1-(1-(4-fluorophenyl)-1H-indazol-5-yl)-3,3-dimethyl-5-phenylpyrrolidin-2-one N[C@@H]1C(C(N([C@H]1C1=CC=CC=C1)C=1C=C2C=NN(C2=CC1)C1=CC=C(C=C1)F)=O)(C)C